O(C1=CC=CC=C1)CCC1C2C=CC(C1)C2 5-(2-phenoxyethyl)bicyclo[2.2.1]hept-2-ene